NC1=C(C2=NC(=CC=C2N1)C)C#N 2-amino-5-methyl-1H-pyrrolo[3,2-b]pyridine-3-carbonitrile